C1(=CC=CC=C1)CC(CCC)OC1=NN2C(C(=N1)N)=NC=C2CC2CCNCC2 2-((1-phenylpentan-2-yl)oxy)-7-(piperidin-4-ylmethyl)imidazo[2,1-f][1,2,4]triazin-4-amine